O1C(=CC=C1C(=O)[O-])C(=O)[O-] 2,5-FURANEDICARBOXYLATE